[C@H]12CN(C[C@H](CC1)N2)C2=NC(=NC1=C(C(=CC=C21)C2=CNC1=CC=CC(=C21)CCCO)F)OCC21CCCN1CCC2 3-(3-(4-((1R,5S)-3,8-diazabicyclo[3.2.1]octan-3-yl)-8-fluoro-2-((tetrahydro-1H-pyrrolizin-7a(5H)-yl)methoxy)quinazolin-7-yl)-1H-indol-4-yl)propan-1-ol